3-aminobicyclo[1.1.1]pentane-1-carboxylate NC12CC(C1)(C2)C(=O)[O-]